NCCC(C)O[Si](OCC)(C)CCCN1CCNCC1 aminoethylpiperazinylpropylmethyldiethoxysilane